4-Cyclopropyl-N-((S)-(7-((R*)-1-(2-(3,3-difluorocyclobutyl)acetamido)-2-methoxyethyl)imidazo[1,2-b]pyridazin-2-yl)(4,4-difluorocyclohexyl)methyl)-1,2,5-oxadiazole-3-carboxamide C1(CC1)C=1C(=NON1)C(=O)N[C@@H](C1CCC(CC1)(F)F)C=1N=C2N(N=CC(=C2)[C@H](COC)NC(CC2CC(C2)(F)F)=O)C1 |o1:28|